propionyl-(propoyl)ferrocene C(CC)(=O)C=1[C-](C=CC1)C(CC)=O.[CH-]1C=CC=C1.[Fe+2]